(S)-4-(3-(4-(tert-butoxycarbonyl)morpholin-2-yl)propanoyl)-3,5-difluorobenzoic acid C(C)(C)(C)OC(=O)N1C[C@@H](OCC1)CCC(=O)C1=C(C=C(C(=O)O)C=C1F)F